C(C)(=O)OCC(CC1=C(N(C2=CC=C(C=C12)Br)CC)C=1C=C(C=NC1[C@H](C)OC)N1CCN(CC1)C(=O)O)(C)C (S)-4-(5-(3-(3-acetoxy-2,2-dimethylpropyl)-5-bromo-1-ethyl-1H-indol-2-yl)-6-(1-methoxyethyl)pyridin-3-yl)piperazine-1-carboxylic acid